C1(=CC=CC=C1)C(=O)N1CCC(CC1)CN1[C@@H]([C@H]([C@@H]([C@H](C1)O)O)O)CO phenyl(4-(((2R,3R,4R,5S)-3,4,5-trihydroxy-2-(hydroxymethyl)piperidin-1-yl)methyl)piperidin-1-yl)methanone